1-(2-amino-5-methylpyridin-4-yl)-N-(5-cyano-6-(2H-1,2,3-triazol-2-yl)pyridin-3-yl)-5-(trifluoromethyl)-1H-pyrazole-4-carboxamide NC1=NC=C(C(=C1)N1N=CC(=C1C(F)(F)F)C(=O)NC=1C=NC(=C(C1)C#N)N1N=CC=N1)C